C(C)(C)(C)OC(NC[C@@H]1CN(CC1)C1=NC(=C(C(=N1)C#N)C1=C(C(=CC=C1)Cl)Cl)C)=O (((3R)-1-(5-(2,3-dichlorophenyl)-4-cyano-6-methylpyrimidin-2-yl)pyrrolidin-3-yl)methyl)carbamic acid tert-butyl ester